O1N=C(C=C1)C(=O)N1CCNCC1 isoxazol-3-yl(piperazin-1-yl)methanone